2-(3-acetyl-5-(2-(dimethylamino)pyrimidin-5-yl)-1H-indazol-1-yl)-N-(2-((3-chloro-2-fluorophenylmethyl)amino)-2-oxoethyl)-N-isopropylacetamide C(C)(=O)C1=NN(C2=CC=C(C=C12)C=1C=NC(=NC1)N(C)C)CC(=O)N(C(C)C)CC(=O)NCC1=C(C(=CC=C1)Cl)F